C(C1=CC=CC=C1)OC(=O)N1CCC(CC1)C1=CC=CC=C1 4-phenylpiperidine-1-carboxylic acid benzyl ester